(R)-6-iodo-N4-(2-methoxypropyl)thieno[3,2-d]Pyrimidine-2,4-diamine IC1=CC=2N=C(N=C(C2S1)NC[C@@H](C)OC)N